C1(CCCC1)CC=1NC(=NN1)C(=O)NC1=NC=CC(=C1)C1=C(C=CC(=C1)OC)C 5-(cyclopentylmethyl)-N-(4-(5-methoxy-2-methylphenyl)pyridin-2-yl)-4H-1,2,4-triazole-3-carboxamide